C(C=C)NC(O[C@H]1C[C@H](CC1)C1=CC(=NN1C(C)(C)C)NC1=C(C=C(C=C1)S(NCC=C)(=O)=O)F)=O (1R,3S)-3-(3-((4-(N-allylsulfamoyl)-2-fluorophenyl)amino)-1-(tert-butyl)-1H-pyrazol-5-yl)cyclopentyl allylcarbamate